FC=1C=C(C=CC1OC1=NC=CC(=N1)C)C=1C(=C2C=CC=CN2C1C1=CC=C(C=C1)NC(C(=C)F)=O)C(=O)N 2-(3-fluoro-4-((4-methylpyrimidin-2-yl)oxy)phenyl)-3-(4-(2-fluoroacrylamido)phenyl)indolizine-1-carboxamide